2-(4-((3-((4-cyano-2-fluorobenzyl)oxy)piperidin-1-yl)methyl)phenyl)acetic acid C(#N)C1=CC(=C(COC2CN(CCC2)CC2=CC=C(C=C2)CC(=O)O)C=C1)F